FC1=C(C=CC(=C1)S(=O)(=O)C)N1CCN(CC1)C(=O)C=1N=C(C2=C(N1)OC(=C2)C)NC2(CC2)C [4-(2-fluoro-4-methylsulfonylphenyl)piperazine-1-carbonyl]-6-methyl-N-(1-methylcyclopropyl)furo[2,3-d]pyrimidin-4-amine